(S)-5-(3-(5-chloro-6-(trifluoromethyl)isoindolin-2-yl)-3-oxopropyl)-5-(pyrazin-2-yl)imidazolidine-2,4-dione ClC=1C=C2CN(CC2=CC1C(F)(F)F)C(CC[C@@]1(C(NC(N1)=O)=O)C1=NC=CN=C1)=O